C(=O)(OCC1C2=CC=CC=C2C2=CC=CC=C12)N[C@@H](CC1=CC(=C(C=C1)O)O)C(=O)O fmoc-3,4-dihydroxy-phenylalanine